(S)-2-amino-N-[3-(3-chloro-2-fluorophenyl)-1H-pyrazol-5-yl]-3-(2-pyridyl)propionamide N[C@H](C(=O)NC1=CC(=NN1)C1=C(C(=CC=C1)Cl)F)CC1=NC=CC=C1